FC(C=O)(F)F 2,2,2-trifluoro-ethan-1-on